4-(azetidin-3-ylsulfonyl)-2-[bis(3-chloro-4-fluorophenyl)methyl]-1H-imidazole N1CC(C1)S(=O)(=O)C=1N=C(NC1)C(C1=CC(=C(C=C1)F)Cl)C1=CC(=C(C=C1)F)Cl